(3-(1-(tert-butyl)-1H-pyrazol-4-yl)phenyl)-8-chloro-N-methyl-[1,2,4]triazolo[4,3-a]quinazolin-5-amine C(C)(C)(C)N1N=CC(=C1)C=1C=C(C=CC1)C1=NN=C2N1C1=CC(=CC=C1C(=N2)NC)Cl